2'-chloro-4-hydroxyspiro[cyclohexane-1,5'-pyrrolo[3,4-b]pyridin]-7'(6'H)-one ClC1=CC=C2C(=N1)C(NC21CCC(CC1)O)=O